FC(S(=O)(=O)OC=1C2=C(N(C(C1)=O)CC1=CC=C(C=C1)OC)C=CS2)(F)F 4-(4-methoxybenzyl)-5-oxo-4,5-dihydrothieno[3,2-b]Pyridin-7-yl trifluoromethanesulfonate